4-((R)-2,4-dihydroxy-3,3-dimethylbutanamido)butyryl-L-tryptophan methyl ester COC([C@@H](NC(CCCNC([C@@H](C(CO)(C)C)O)=O)=O)CC1=CNC2=CC=CC=C12)=O